OC1(CN(C1)C(=O)OC(C)(C)C)C1=CC=C(C=C1)C(=O)N1CCC(CC1)C1=CC=C(C=C1)C(F)(F)F tert-butyl 3-hydroxy-3-(4-(4-(4-(trifluoromethyl)phenyl)piperidine-1-carbonyl) phenyl)azetidine-1-carboxylate